C(C(C)C)C1=CC=C(C=C1)C(C(=O)Cl)C 2-(4-isobutylphenyl)propionyl chloride